(4-ethoxy-2-fluorophenyl)-6-methylisoquinoline-1,5-diamine C(C)OC1=CC(=C(C=C1)C=1N=C(C=2C=CC(=C(C2C1)N)C)N)F